FC1=CC=CC=2C(C3=CC=CC=C3C12)(C)C 4-Fluoro-9,9-dimethyl-9H-fluorene